6-bromo-7-(methoxymethoxy)quinoline 1-oxide BrC=1C=C2C=CC=[N+](C2=CC1OCOC)[O-]